monophenylether phosphate P(=O)(O)(O)O.C1(=CC=CC=C1)OC1=CC=CC=C1